4-fluoro-5-(6-methoxypyridazin-4-yl)-2-(6-{3-[(1-methylcyclopropyl)amino]pyrrolidin-1-yl}pyridazin-3-yl)phenol FC1=CC(=C(C=C1C1=CN=NC(=C1)OC)O)C=1N=NC(=CC1)N1CC(CC1)NC1(CC1)C